8-(1,2-dimethyl-6-(trifluoromethyl)-1H-benzo[d]imidazol-5-yl)indolizine CN1C(=NC2=C1C=C(C(=C2)C2=CC=CN1C=CC=C21)C(F)(F)F)C